Hexahydro-3aH-3,6-methanopyrrolo[3,2-b]Pyridine-3a-Carboxamide N1CC2C3(NCC(C=C31)C2)C(=O)N